C(C1=CC=CC=C1)(=O)OC[C@@H]1C[C@H]2OCCN1C2 ((1R,5R,7S)-4-Oxa-1-azabicyclo[3.2.1]octan-7-yl)methyl benzoate